Cl.COC(C1=C(C=C(C=C1)NC(CCCNC(CCCC[C@@H]1SC[C@@H]2NC(N[C@@H]21)=O)=O)=O)C#CCN)=O methyl-2-(3-aminoprop-1-yn-1-yl)-4-(4-(5-((3aS,4S,6aR)-2-oxohexahydro-1H-thieno[3,4-d]imidazol-4-yl)pentanamido)butanamido)benzoate hydrochloride